1-[(tetrahydro-2H-pyran-4-ylcarbonyl)oxy]ethyl piperidine-1-carboxylate N1(CCCCC1)C(=O)OC(C)OC(=O)C1CCOCC1